COC(C1=CC=C(C=C1)C=1N(C(C(=C(C1)C1=CC=CC=C1)C#N)=O)C)=O Methyl-4-(5-cyano-1-methyl-6-oxo-4-phenyl-1,6-dihydropyridin-2-yl)benzoate